FC1=C(C=CC(=C1)C(F)(F)F)C=1C(=NC(=NC1)NC[C@H]1N(CCCC1)C(=O)OC(C)(C)C)C (S)-tert-butyl 2-[[[5-[2-fluoro-4-(trifluoromethyl)phenyl]-4-methyl-pyrimidin-2-yl]amino]methyl]piperidine-1-carboxylate